N5-((1s,3R,4S,5S)-4-Hydroxy-3,5-dimethylcyclohexyl)-N3-methyl-1-((s)-1-phenylethyl)-1H-pyrazole-3,5-dicarboxamide OC1[C@@H](CC(C[C@@H]1C)NC(=O)C1=CC(=NN1[C@@H](C)C1=CC=CC=C1)C(=O)NC)C